ClC1=C(C(=C(C=C1OC)OC)Cl)C=1C=2N(C3=CC(=NC=C3C1)C=1C(=CC(=C(C1)NC(C#CC)=O)N1CC3(CCOC3)CC1)OC)C=CN2 N-(5-(4-(2,6-dichloro-3,5-dimethoxyphenyl)imidazo[1,2-a][1,6]naphthyridin-8-yl)-4-methoxy-2-(2-oxa-7-azaspiro[4.4]nonan-7-yl)phenyl)but-2-ynamide